C(#N)C=1C=CC2=C(N(C(=N2)NC(C[C@@](C)(C=2C=NC=CC2)O)=O)C2CCC2)C1 (S)-N-(6-cyano-1-cyclobutyl-1H-benzo[d]imidazol-2-yl)-3-hydroxy-3-(pyridin-3-yl)butanamide